C(C)(C)(C)C=1C=C(N)C=CC1 meta-tertiary butylaniline